C(=C)C(=O)C1=CC2=CC=CC=C2C=C1 2-naphthalenyl vinyl ketone